COC(=O)[C@@]1([C@@H](C1)C=C)COC |r| rac-(1S,2S)-1-(methoxymethyl)-2-vinylcyclopropane-1-carboxylic acid methyl ester